6-(3-acryloyl-3,8-diazabicyclo[3.2.1]octan-8-yl)nicotinonitrile C(C=C)(=O)N1CC2CCC(C1)N2C2=NC=C(C#N)C=C2